1,2-dimethyl-3-ethylimidazoline CN1C(N(CC1)CC)C